C(C)(C)(C)OC(=O)N1CC=2N(CC1)C(=NC2Br)C(F)(F)F.N2=CC=C(C=C2)NC(C2=CC=CC=C2)=O N-(pyridin-4-yl)benzamide tert-butyl-1-bromo-3-(trifluoromethyl)-5,6-dihydroimidazo[1,5-a]pyrazine-7(8H)-carboxylate